COC1=CC=C(C=C1)C(OC[C@@H]1[C@H]([C@H]([C@@H](O1)N1C=NC=2C(=O)NC(NC(C(C)C)=O)=NC12)OP(=O)O)F)(C1=CC=CC=C1)C1=CC=C(C=C1)OC 5'-O-[bis(4-methoxyphenyl)(phenyl)methyl]-3'-deoxy-3'-fluoro-2'-O-[hydroxy(oxido)-λ~5~-phosphanyl]-N-(2-methylpropanoyl)guanosine